6-(5-fluoro-2-methyl-4-(1H-1,2,4-triazol-3-yl)phenyl)-4-(cis-4-methoxycyclohexyl)-3,4-dihydropyrazino[2,3-b]pyrazin-2(1H)-one FC=1C(=CC(=C(C1)C=1N=C2C(=NC1)NC(CN2[C@@H]2CC[C@@H](CC2)OC)=O)C)C2=NNC=N2